N1N=CC(=C1)C1=NC(=NC=C1C(F)(F)F)NC1CCN(CC1)C(=O)OC(C)(C)C tert-Butyl 4-((4-(1H-pyrazol-4-yl)-5-(trifluoromethyl)pyrimidin-2-yl)amino)piperidine-1-carboxylate